COC(C1=NC(=C(C(=C1)OC)NC(CCl)=O)NC[C@H]1OCC1)=O (S)-5-(2-chloroacetylamino)-4-methoxy-6-((oxetane-2-ylmethyl)amino)picolinic acid methyl ester